tert-butyl 1-(piperidin-4-ylmethyl)piperidine-4-carboxylate N1CCC(CC1)CN1CCC(CC1)C(=O)OC(C)(C)C